4-cyclohexylcarbonylmorpholine C1(CCCCC1)C(=O)N1CCOCC1